(R)-3-phenyl-1-(o-tolyl)propan-1-ol C1(=CC=CC=C1)CC[C@@H](O)C1=C(C=CC=C1)C